C(CCCCCCCCCCC)SCCC(=O)OC1=C(C=C(C(=C1)C)SC1=CC(=C(C=C1C)OC(CCSCCCCCCCCCCCC)=O)C(C)(C)C)C(C)(C)C 4,4'-thiobis[2-t-butyl-5-methylphenyl] bis[3-(dodecylthio) propionate]